tert-butyl (1-(3-(3-(4-chloro-3,5-dimethylphenoxy)propyl)-1H-indole-2-carbonyl)piperidin-4-yl)carbamate ClC1=C(C=C(OCCCC2=C(NC3=CC=CC=C23)C(=O)N2CCC(CC2)NC(OC(C)(C)C)=O)C=C1C)C